C(C)(=O)N Acetamid